N-(3-(5-chloro-2-methoxyphenyl)-1-(2-(3-fluoroazetidin-1-yl)ethyl)-1H-pyrazol-4-yl)pyrazolo[1,5-a]pyrimidine-3-carboxamide ClC=1C=CC(=C(C1)C1=NN(C=C1NC(=O)C=1C=NN2C1N=CC=C2)CCN2CC(C2)F)OC